8-Bromo-5-(methylthio)imidazo[1,2-c]pyrimidin-7-amine BrC=1C=2N(C(=NC1N)SC)C=CN2